N-(o-tolylmethyl)-1-[2-(1-piperidinyl)-4-pyridinyl]methanamine C1(=C(C=CC=C1)CNCC1=CC(=NC=C1)N1CCCCC1)C